ClC1=NC=C(C(=N1)NC1=C(C=C(C=C1)OCCOC)OC(C)C)C#N 2-chloro-4-((2-isopropoxy-4-(2-methoxyethoxy)phenyl)amino)pyrimidine-5-carbonitrile